(1R,2S,5S)-3-((S)-2-(1,3-dioxoisoindol-2-yl)-3,3-dimethylbutoxycarbonyl)-6,6-dimethyl-3-azabicyclo[3.1.0]hexane-2-carboxylic acid methyl ester COC(=O)[C@@H]1[C@H]2C([C@H]2CN1C(=O)OC[C@H](C(C)(C)C)N1C(C2=CC=CC=C2C1=O)=O)(C)C